4-(3-Fluorobenzyloxy)aniline FC=1C=C(COC2=CC=C(N)C=C2)C=CC1